COC(=O)C1C(C1)CC1CCCCC1 2-(Cyclohexylmethyl)cyclopropane-1-carboxylic acid methyl ester